NC1=C2C(=NC=N1)N(N=C2C2=CC=C1C(=NNC1=C2)C)C(C)C=2OC1=CC=C(C=C1C(C2C2=CC(=CC=C2)F)=O)F 2-(1-(4-amino-3-(3-methyl-1H-indazol-6-yl)-1H-pyrazolo[3,4-d]pyrimidin-1-yl)ethyl)-6-fluoro-3-(3-fluorophenyl)-4H-chromen-4-one